ethyl (Z)-3-((3-butyl-5-(4-fluorophenyl)-7-(methylsulfanyl)-1,1-dioxido-2,3,4,5-tetrahydro-1,5-benzothiazepin-8-yl) oxy)-2-fluoroacrylate C(CCC)C1CS(C2=C(N(C1)C1=CC=C(C=C1)F)C=C(C(=C2)O\C=C(\C(=O)OCC)/F)SC)(=O)=O